(1-methyl-5-phenyl-1H-pyrazol-4-yl)boronic acid CN1N=CC(=C1C1=CC=CC=C1)B(O)O